(S)-7-(4-(2-(oxetan-3-yloxy)phenyl)piperidin-1-yl)-2-(1,3,4-thiadiazol-2-yl)-5-oxa-2-azaspiro[3.4]octane-formate O1CC(C1)OC1=C(C=CC=C1)C1CCN(CC1)C1COC2(CN([C@@H]2C(=O)[O-])C=2SC=NN2)C1